4-(chloromethyl)pyridine-hydrochloride salt Cl.ClCC1=CC=NC=C1